4-[3-(1-cyclopropylpyrazol-4-yl)-7,8-dihydro-5H-1,6-naphthyridin-6-yl]-5-methyl-thieno[2,3-d]pyrimidine C1(CC1)N1N=CC(=C1)C=1C=NC=2CCN(CC2C1)C=1C2=C(N=CN1)SC=C2C